potassium 9-chloroperfluoro-3-nonyloxysulfonate ClC(C(C(C(C(C(C(C(C(F)(F)F)(F)F)(OS(=O)(=O)[O-])F)(F)F)(F)F)(F)F)(F)F)(F)F)(F)F.[K+]